C1(CC1)C(O)C=1NC2=CC=C(C=C2C1)F Cyclopropyl-(5-fluoro-1H-indol-2-yl)methanol